2-(3-(3-fluoro-1-(methylsulfonyl)-3-azetidinyl)benzoyl)-2-azabicyclo[3.1.0]hexane-3-carboxamide FC1(CN(C1)S(=O)(=O)C)C=1C=C(C(=O)N2C3CC3CC2C(=O)N)C=CC1